7-chloro-4-[[4-(diethylamino)-1-methylbutyl]amino]-quinoline ClC1=CC=C2C(=CC=NC2=C1)NC(CCCN(CC)CC)C